COC(CCCN1CC(CCC1)C1CN(C1)C(=O)OC(C)(C)C)=O tert-Butyl 3-[1-(4-methoxy-4-oxobutyl)-3-piperidyl]azetidine-1-carboxylate